O=C(C[C@@H](C1=CC=CC=C1)NC(C1=CC=CC=C1)=O)N1[C@@H](CCC1)C1=NN=C2N1C=CC=C2 N-[(1S)-3-oxo-1-phenyl-3-[(2S)-2-([1,2,4]triazolo[4,3-a]pyridin-3-yl)pyrrolidin-1-yl]propyl]benzamide